7-(1-(5-(3,3,3-trifluoro-2-((methylsulfonyl)methyl)propyl)pyridin-2-yl)-1H-pyrazol-4-yl)-3H-imidazo[4,5-b]pyridine FC(C(CC=1C=CC(=NC1)N1N=CC(=C1)C1=C2C(=NC=C1)NC=N2)CS(=O)(=O)C)(F)F